3,3,4-trimethyl-1,1-dioxan CC1(COCCC1C)C